Methyl 3-amino-3-[3-(trifluoromethyl)phenyl]propanoate hydrochloride Cl.NC(CC(=O)OC)C1=CC(=CC=C1)C(F)(F)F